C(CCCCCCC)(=O)[O-].C(CCCCCCC)(=O)[O-].C(CCC)[Sn+2]CCCC dibutyl-tin bisoctanoate